COC1=CC=C(C=C1)N1N=C(C=C1N)C1(CCC1)C 1-(4-methoxyphenyl)-3-(1-methylcyclobutyl)-1H-pyrazol-5-amine